ClC1=C(C#N)C=C(C=C1)C(=O)N1CC=2C(=NN3C2C(N(C[C@H]3C)C(C)C3=NN(C=C3)CC(F)(F)F)=O)C[C@H]1C 2-chloro-5-((3R,7R)-3,7-dimethyl-10-oxo-9-(1-(1-(2,2,2-trifluoroethyl)-1H-pyrazol-3-yl)ethyl)-1,2,3,4,7,8,9,10-octahydropyrido[4',3':3,4]pyrazolo[1,5-a]pyrazine-2-carbonyl)benzonitrile